N6-formyl-adenine C(=O)NC1=C2NC=NC2=NC=N1